di-tert-butyl 1-(4-(tert-butoxy)-3,3-dimethyl-4-oxobutyl)-6-hydroxypyrrolo[3,2-c]pyrazole-2,4-dicarboxylate C(C)(C)(C)OC(C(CCN1N(CC2=C1C(=CN2C(=O)OC(C)(C)C)O)C(=O)OC(C)(C)C)(C)C)=O